C(O)C(CC)(CC)CO 3,3-dimethylolpentane